FC(CC[Si](O[SiH](C)C)(O[SiH](C)C)O[SiH](C)C)(F)F trifluoropropyl-tri(dimethylsiloxy)silane